CN1CC(CCC1)N1NC=C2C1=NC(C=1C=CC=CC21)=O 3-(1-methyl-3-piperidyl)pyrazolo[3,4-c]isoquinolin-5-one